O=C1N(C(CC1)=O)C(C(=O)O)C1=CC(=CC=C1)Cl.CC(C)(C)ON=O 2-methyl-2-(nitrosooxidanyl)propane 2,5-dioxopyrrolidin-1-yl-2-(3-chlorophenyl)acetate